ClC1=CC=NC(=C1C=O)N1C(C=2C=C3CCCCN3C2C1)=O 4-Chloro-2-(1-oxo-5,6,7,8-tetrahydro-1H-pyrrolo[3,4-b]indolizin-2(3H)-yl)nicotinaldehyde